BrC1=CN=CC=2[C@@H]3N(C[C@H](OC21)[C@H]3C)S(=O)(=O)C(C)(C)C (2R,5R,10S)-9-Bromo-4-(tert-butylsulfonyl)-10-methyl-2,3,4,5-tetrahydro-2,5-methanopyrido[3,4-f][1,4]oxazepine